C(#N)OC(=O)[C@]1(C(C1C=C(Cl)Cl)(C)C)CC1=CC(=CC=C1)OC1=CC=CC=C1 cyano-3-phenoxybenzyl-(1R)-trans-3-(2,2-dichlorovinyl)-2,2-dimethylcyclopropanecarboxylate